F[C@@H]1CN(CC1)C1=CC=2N(C=C1)C=C(N2)C2=CC=CC=C2 (S)-7-(3-fluoropyrrolidin-1-yl)-2-phenyl-imidazo[1,2-a]pyridine